4-((4-(1-methyl-1,2,3,4-tetrahydroquinolin-6-yl)phenyl)thio)-1H-1,2,3-triazole-5-carboxylic acid 2,2,2-trifluoroacetate FC(C(=O)O)(F)F.CN1CCCC2=CC(=CC=C12)C1=CC=C(C=C1)SC=1N=NNC1C(=O)O